bromo-10,10-dimethyl-10H-spiro[anthracene-9,9'-fluorene] BrC1=CC=CC=2C3=CC=CC=C3C3(C12)C1=CC=CC=C1C(C=1C=CC=CC13)(C)C